Cl.Cl.C(CCCCCC(OC)=N)(OC)=N Dimethyl pimelimidate-2HCl